FC1=C(C=C(C=C1)S(=O)(=O)Cl)C 4-fluoro-3-methylbenzenesulfonyl chloride